C1(=C(C=CC=C1)P(C1=C(C=CC=C1)C)C1=C(C=CC=C1)C)C trio-tolylphosphine